N-(7-bromo-6-fluoro-1,3-dihydroisobenzofuran-5-yl)-3-ethoxy-prop-2-enamide BrC=1C(=C(C=C2COCC12)NC(C=COCC)=O)F